C(CCCCCCCCCCCCCCCCC)(=O)[O-] 1-n-octadecanoat